[O-]CCCC.[Ce+3].[O-]CCCC.[O-]CCCC cerium n-butoxide